C(C=C)(=O)N1C[C@@H]2COC3=C(C(N2CC1)=O)C(=NC(=C3Cl)C3=C(C=CC=C3O)F)N3C(CC(C3)O)(C)C (6aR)-8-acryloyl-4-chloro-3-(2-fluoro-6-hydroxyphenyl)-1-(4-hydroxy-2,2-dimethylpyrrolidin-1-yl)-6,6a,7,8,9,10-hexahydro-12H-pyrazino[2,1-c]pyrido[3,4-f][1,4]oxazepin-12-one